C1(C=CC(N1CCN(CCN1C(C=CC1=O)=O)CCN1C(C=CC1=O)=O)=O)=O tris[2-maleimidoethyl]amine